S(=O)(=O)(C1=CC=C(C)C=C1)N1C=CC2=C1NC=C2 1-tosyl-1H-pyrrolo[2,3-b]pyrrole